3,4-dihydro-7-methoxy-4-oxo-quinazolin-6-ol acetate C(C)(=O)OC=1C=C2C(NC=NC2=CC1OC)=O